C(C)(C)(C)OC(=O)N1N=CC2=C1C=CC(=N2)C#C tert-butyl-5-ethynyl-1H-pyrazolo[3,4]pyridine-1-carboxylate